2-(benzyloxy)-6-bromo-4-methoxybenzaldehyde C(C1=CC=CC=C1)OC1=C(C=O)C(=CC(=C1)OC)Br